O=C1NC(CCC1N1C(C2=CC=C(C=C2C1)N1CCC(CC1)N(C(OC(C)(C)C)=O)C)=O)=O tert-Butyl N-[1-[2-(2,6-dioxo-3-piperidyl)-1-oxo-isoindolin-5-yl]-4-piperidyl]-N-methyl-carbamate